FCCN1C(N(C2=NC(=NC=C12)SC)C1CCOCC1)=O 7-(2-fluoroethyl)-2-(methylsulfanyl)-9-(tetrahydro-2H-pyran-4-yl)-7,9-dihydro-8H-purin-8-one